C[C@H](/C=C/CC(C)C)[C@H]1CC[C@@H]2[C@@]1(CC[C@H]3[C@@]24C[C@H]([C@@]5([C@@]3(CC[C@@H](C5)OS(=O)(=O)[O-])CO4)O)O)C The molecule is an organosulfonate oxoanion obtained by the deprotonation of the sulfate group of eurysterol B hydrogen sulfate. It is a conjugate base of a eurysterol B sulfonic acid.